[C@H]1(C[C@@H](CC1)O)O (1S,3R)-cyclopentane-1,3-diol